C1(C=2C(C(=O)OO1)=CC=CC2)=O Phthaloyl peroxide